COC1=C(C=NC=C1)C1CN(CCC1)C(=O)OC(C)(C)C tert-butyl 3-(4-methoxy-3-pyridyl)piperidine-1-carboxylate